C(C)(C)C1=CC=C(C=C1)S(=O)(=O)NC(C(OC1=C(C=C(C=C1)C(=O)O)CCC)C1=CC2=C(C=C1)OCO2)=O N-(4-isopropylbenzenesulfonyl)-α-(4-carboxy-2-n-propylphenoxy)-3,4-methylenedioxyphenylacetamide